ClC1=C(C(=O)NC)C=CC(=C1)NC=1C=2N(C=CN1)C(=CN2)C2=CC(=C(C=C2)OC)F 2-chloro-4-((3-(3-fluoro-4-methoxyphenyl)imidazo[1,2-a]pyrazin-8-yl)amino)-N-methylbenzamide